3-chloro-4-(2-hydroxyethoxy)-N-[5-[5-(trifluoromethyl)-1H-benzimidazol-2-yl]-1H-pyrazol-3-yl]benzamide ClC=1C=C(C(=O)NC2=NNC(=C2)C2=NC3=C(N2)C=CC(=C3)C(F)(F)F)C=CC1OCCO